ClC=1C(=C(C(=CC1)C(F)F)C1=CN=CC(=N1)C(=O)NC=1C=NN(C1)C(C)C=1C=NC(=NC1)N1[C@@H](CC1)CN1C[C@@H](CCC1)O)F 6-(3-Chloro-6-(difluoromethyl)-2-fluorophenyl)-N-(1-(1-(2-((S)-2-(((R)-3-hydroxypiperidin-1-yl)methyl)azetidin-1-yl)pyrimidin-5-yl)ethyl)-1H-pyrazol-4-yl)pyrazine-2-carboxamide